N-(1-cyclopropyl-2-oxo-1,2-dihydropyridin-3-yl)-6-isopropoxy-2-(1-(methoxymethyl)-2-oxabicyclo[2.1.1]hexan-4-yl)-2H-indazole-5-carboxamide C1(CC1)N1C(C(=CC=C1)NC(=O)C1=CC2=CN(N=C2C=C1OC(C)C)C12COC(C1)(C2)COC)=O